(3S)-3-cyano-N-{cis-3-[methyl-(7H-pyrrolo[2,3-d]pyrimidin-4-yl)amino]cyclobutyl}-pyrrolidine-1-sulfonamide C(#N)[C@@H]1CN(CC1)S(=O)(=O)N[C@@H]1C[C@@H](C1)N(C=1C2=C(N=CN1)NC=C2)C